CN1N=C(C=C1S(=O)(=O)N1CCC2(CCC(C2)N2[C@@H]3CO[C@H](C2)C3)CC1)C (1S,4S)-5-(8-((1,3-dimethyl-1H-pyrazol-5-yl)sulfonyl)-8-azaspiro[4.5]dec-2-yl)-2-oxa-5-azabicyclo[2.2.1]heptane